5-fluoro-2-(fluoromethyl)indoline-6-sulfonamide FC=1C=C2CC(NC2=CC1S(=O)(=O)N)CF